O1C(=NC2=C1C=CC=C2)C=2N=C(N(C(C2OC)=O)C)N(C)C(C2=CC=C1CN(C(C1=C2)=O)C)C2=CC=CC=C2 6-({[4-(1,3-benzoxazol-2-yl)-5-methoxy-1-methyl-6-oxopyrimidin-2-yl](methyl)amino}(phenyl)methyl)-2-methyl-3H-isoindol-1-one